N-[4-fluoro-5-[[5-(methoxymethyl)pyridin-2-yl]carbamoyl]-2-methylphenyl]-2-methyl-1,3-thiazole-5-carboxamide FC1=CC(=C(C=C1C(NC1=NC=C(C=C1)COC)=O)NC(=O)C1=CN=C(S1)C)C